C(C)(C)C1=C(C(=CC=C1)C(C)C)[N+]1=CSC=C1 3-(2,6-diisopropylphenyl)thiazolium